methyl 4-(3-((tert-butoxycarbonyl) amino)-3-(dimethylcarbamoyl) piperidin-1-yl)-3'-fluoro-4'-methoxy-[1,1'-biphenyl]-3-carboxylate C(C)(C)(C)OC(=O)NC1(CN(CCC1)C1=C(C=C(C=C1)C1=CC(=C(C=C1)OC)F)C(=O)OC)C(N(C)C)=O